C(C)(C)(C)C=1C=C(C=C(C1)C(C)(C)C)C1=CC(=CC(=C1)C(C)(C)C)B1OC(C(O1)(C)C)(C)C 2-(3',5,5'-tri-t-butyl-[1,1'-biphenyl]-3-yl)-4,4,5,5-tetramethyl-1,3,2-dioxaborolan